BrC1=CN=CC=2NC(COCC21)=O 6-bromo-1,5-dihydropyrido[3,4-e][1,4]oxazepine-2(3H)-one